BrC1=C2C=C(N(C2=CC=C1)CC(F)(F)F)C1=NOC(=N1)CNC(=O)C=1C=NN(C1)C(C)(C)C N-[[3-[4-bromo-1-(2,2,2-trifluoroethyl)indol-2-yl]-1,2,4-oxadiazol-5-yl]methyl]-1-tert-butyl-pyrazole-4-carboxamide